C12CC(CC2C1)OC1=C(C=C(C=C1F)NC(=O)C=1N=C(OC1CC)N1CC2CCC2C1)F N-(4-(cis-bicyclo[3.1.0]hex-3-yloxy)-3,5-difluorophenyl)-2-(3-azabicyclo[3.2.0]heptane-3-yl)-5-ethyl-oxazole-4-carboxamide